(2,3,4,5-tetramethyl-1-cyclopentadienyl)zirconium dichloride [Cl-].[Cl-].CC1=C(C(C(=C1C)C)C)[Zr+2]